CC1=C(NC2=CC=C(C=3C(C4=CC=CC=C4C(C23)=O)=O)NC2=C(C=C(C=C2C)C)C)C(=CC(=C1)C)C 1,4-Bis(2,4,6-trimethylanilino)-9,10-anthraquinone